CC(=O)N[C@@H]1[C@H]([C@@H]([C@H](O[C@H]1O)CO)O)O[C@@H]2[C@H]([C@H]([C@@H]([C@H](O2)CO)O)O)O[C@@H]3[C@H]([C@H]([C@@H]([C@H](O3)CO)O)O[C@@H]4[C@@H]([C@H]([C@@H]([C@H](O4)CO)O)O)O)O[C@@H]5[C@H]([C@H]([C@@H]([C@H](O5)CO)O)O)O[C@H]6[C@H]([C@H]([C@@H]([C@H](O6)CO)O)O)O[C@H]7[C@@H]([C@H]([C@@H]([C@H](O7)CO)O)O[C@@H]8[C@H]([C@H]([C@@H]([C@H](O8)CO)O)O)O[C@@H]9[C@H]([C@H]([C@@H]([C@H](O9)CO)O)O[C@@H]1[C@@H]([C@H]([C@@H]([C@H](O1)CO)O)O)O)O[C@@H]1[C@H]([C@H]([C@@H]([C@H](O1)CO)O)O)O[C@H]1[C@H]([C@H]([C@@H]([C@H](O1)CO)O)O)O)NC(=O)C The molecule is a dodecasaccharide comprising two branched hexasaccharide units joined via a beta-(1->2) linkage. Part of the lipopolysaccharide obtained from Salmonella serogroup C1. It has a role as an antigen.